[Cl-].[Cl-].C1(C=CC=C1)[Zr+2]C=1C(C2=CC=C(C=C2C1)C)C cyclopentadienyl-(1,5-dimethylindenyl)zirconium dichloride